C(C1=CC=CC=C1)C=1C(=NC(=NC1)Cl)N Benzyl-2-chloropyrimidin-4-amine